(cyanomethyl)trimethylammonium phosphonium iodide [I-].[PH4+].C(#N)C[N+](C)(C)C.[I-]